(1R,2S,3R,5R)-3-(5-bromo-4-(methylamino)-7H-pyrrolo[2,3-d]pyrimidin-7-yl)-5-(((3-((3-phenoxyphenethyl)amino)propyl)amino)methyl)cyclopentane-1,2-diol BrC1=CN(C=2N=CN=C(C21)NC)[C@H]2[C@@H]([C@@H]([C@H](C2)CNCCCNCCC2=CC(=CC=C2)OC2=CC=CC=C2)O)O